4-(((R)-1-(3-(difluoromethyl)-2-fluorophenyl)ethyl)amino)-2-methyl-6-((S)-tetrahydro-2H-pyran-3-yl)-2,6-dihydropyrido[3,4-d]pyridazine-1,7-dione FC(C=1C(=C(C=CC1)[C@@H](C)NC1=NN(C(C=2C1=CN(C(C2)=O)[C@@H]2COCCC2)=O)C)F)F